[B-]1(N2C(=CC=C2CCCCCCCCCCC(=O)O[C@H]3CC[C@@]4([C@H]5CC[C@]6([C@H]([C@@H]5CC=C4C3)CC[C@@H]6[C@H](C)CCCC(C)C)C)C)C=C7[N+]1=C(C=C7)C8=CC=C(C=C8)OC)(F)F The molecule is a BODIPY dye in which the 4,4-difluoro-4-bora-3a,4a-diaza-s-indacene skeleton is substituted at position 5 by a p-methoxyphenyl group and at position 3 by an 11-[(3beta)-cholest-5-en-3-yloxy]-11-oxoundecyl group. An orange-red BODIPY dye. It is an organic molecular entity, a cholesteryl ester and a BODIPY dye.